N,N,N,N-tetraethylethylenediamine CCN(CC)CCN(CC)CC